ClC=1C(=CC(=NC1)OC)C1=CC(=NN1)C(=O)N1CCC(CC1)C(=O)NC1CCN(C2=CC=CC=C12)C (5-(5-chloro-2-methoxypyridin-4-yl)-1H-pyrazole-3-carbonyl)-N-(1-methyl-1,2,3,4-tetrahydroquinolin-4-yl)piperidine-4-carboxamide